tert-butyl N-[4-(6-bromo-7-fluoro-1-oxo-2-isoquinolyl)-1-(difluoromethoxymethyl)-3-fluoro-butyl]carbamate BrC=1C=C2C=CN(C(C2=CC1F)=O)CC(CC(COC(F)F)NC(OC(C)(C)C)=O)F